tetrahydrofuran-2,5-dimethylamine O1C(CCC1CN)CN